NC1=C(C=C(C=N1)C=1C=C2N(N1)CC[C@]21CN(CC1)C(=O)NCC)[N+](=O)[O-] |r| (rac)-2'-(6-amino-5-nitropyridin-3-yl)-N-ethyl-5',6'-dihydrospiro[pyrrolidine-3,4'-pyrrolo[1,2-b]pyrazole]-1-carboxamide